2-thiono-1,3,2-oxathiaphospholane S=P1OCCS1